N1(C=NC=C1)C(=O)OC(CCCCCC)CCCCCC tridecan-7-yl 1H-imidazole-1-carboxylate